(Sa)-6-(4-Chloro-1-(4-cyclopropylbenzyl)-1H-indazol-7-carboxamido)spiro[3.3]heptan ClC1=C2C=NN(C2=C(C=C1)C(=O)NC1CC2(CCC2)C1)CC1=CC=C(C=C1)C1CC1